BrC1=CC=C(CN2N=NC=C2)C=C1 1-(4-bromobenzyl)-1H-1,2,3-triazole